CN[C@H]1CN(CC1)C1=NC(=NC2=C1OCC1(N2)CCCC1)N 4'-[(3R)-3-(methylamino)pyrrolidin-1-yl]-6'H,8'H-spiro[cyclopentane-1,7'-pyrimido[5,4-b][1,4]oxazin]-2'-amine